CC(=C)C(C(C(CC=C(C)C)(C)C)=NO)(C)C 2,3,3,5,5,8-hexamethylnona-1,7-dien-4-one oxime